N[C@@H]1[C@@H](OCC12CCN(CC2)C=2N=CC(=NC2)SC=2C(=C(C=CC2)NC(=O)C=2C(N(C=C(C2O)C2=CC(=CC=C2)Cl)C)=C=O)Cl)C N-(3-((5-((3s,4s)-4-amino-3-methyl-2-oxa-8-azaspiro[4.5]decan-8-yl)pyrazin-2-yl)thio)-2-chlorophenyl)-5-(3-chlorophenyl)-4-hydroxy-1-methyl-2-carbonyl-1,2-dihydropyridine-3-carboxamide